3-[cyclopropyl(difluoro)methyl]-N-[1-[3-[5-(difluoromethoxy)-2-pyridyl]pyrazin-2-yl]ethyl]-5-(trifluoromethyl)benzamide C1(CC1)C(C=1C=C(C(=O)NC(C)C2=NC=CN=C2C2=NC=C(C=C2)OC(F)F)C=C(C1)C(F)(F)F)(F)F